1,1-Dimethoxy-2,5-diethyl-silacyclopentane CO[Si]1(C(CCC1CC)CC)OC